4-(2,2-diphenyl-ethyl)-pyridine C1(=CC=CC=C1)C(CC1=CC=NC=C1)C1=CC=CC=C1